5-((4-(2-(azetidin-1-yl)-6,7-dihydrothieno[3,2-d]pyrimidin-4-yl)piperazin-1-yl)methyl)-2-(2,6-dioxopiperidin-3-yl)isoindoline-1,3-dione N1(CCC1)C=1N=C(C2=C(N1)CCS2)N2CCN(CC2)CC=2C=C1C(N(C(C1=CC2)=O)C2C(NC(CC2)=O)=O)=O